oxalic acid carbon [C].C(C(=O)O)(=O)O